N-{[(3R,4R) or (3S,4R)-2-[5-chloro-2-(2H-1,2,3-triazol-2-yl)benzoyl]-4-methyl-2-azabicyclo[3.1.1]heptan-3-yl]methyl}-6-fluoroquinoxalin-2-amine ClC=1C=CC(=C(C(=O)N2C3CC([C@H]([C@@H]2CNC2=NC4=CC=C(C=C4N=C2)F)C)C3)C1)N1N=CC=N1 |o1:13|